4-(3-(2,4-dioxotetrahydropyrimidin-1(2H)-yl)-4-methoxyphenoxy)butanoic acid O=C1N(CCC(N1)=O)C=1C=C(OCCCC(=O)O)C=CC1OC